tert-Butyl (7-chloro-5-(4-(4,4-difluoropiperidine-1-carbonyl)phenyl)benzofuran-2-yl)methylcarbamate ClC1=CC(=CC=2C=C(OC21)CNC(OC(C)(C)C)=O)C2=CC=C(C=C2)C(=O)N2CCC(CC2)(F)F